iron, dihydrate O.O.[Fe]